2-trifluoromethyl-4-benzylquinoline FC(C1=NC2=CC=CC=C2C(=C1)CC1=CC=CC=C1)(F)F